ent-Kaurenol C[C@]1(CCC[C@@]2([C@@H]1CC[C@]34[C@H]2CC[C@@H](C3)C(=C)C4)C)CO